4-bromo-6-((1-methyl-1H-imidazol-4-yl)methoxy)pyrazolo[1,5-a]pyridine-3-carbonitrile BrC=1C=2N(C=C(C1)OCC=1N=CN(C1)C)N=CC2C#N